C(CCC)C=1C(=NC=CC1)C1=NC=CC=C1 butyl-2,2'-bipyridin